COC(=O)C=1C(N(C=C(C1O)Br)C)=C=O 5-bromo-4-hydroxy-1-methyl-2-carbonyl-1,2-dihydropyridine-3-carboxylic acid methyl ester